BrC1=C(N=CC2=C1N=C(N=C2)NC2CCC(CC2)N(C)C)OC (1r,4r)-N1-(8-bromo-7-methoxypyrido[4,3-d]pyrimidin-2-yl)-N4,N4-dimethylcyclohexane-1,4-diamine